4'-(4,5-bis(4-methoxyphenyl)-1-phenyl-1H-imidazol-2-yl)-[1,1'-biphenyl]-4-ol COC1=CC=C(C=C1)C=1N=C(N(C1C1=CC=C(C=C1)OC)C1=CC=CC=C1)C1=CC=C(C=C1)C1=CC=C(C=C1)O